Phthalic acid benzyl 3-isobutyryloxy-1-isopropyl-2,2-dimethylpropyl ester C(C(C)C)(=O)OCC(C(C(C)C)OC(C=1C(C(=O)OCC2=CC=CC=C2)=CC=CC1)=O)(C)C